FC1=C(C(=CC(=C1)OCCN1CC(C1)CF)F)[C@H]1N([C@@H](CC2=C1NC1=CC=CC=C21)C)C(=O)C2OCC2 ((1R,3R)-1-(2,6-difluoro-4-(2-(3-(fluoromethyl)azetidin-1-yl)ethoxy)phenyl)-3-methyl-1,3,4,9-tetrahydro-2H-pyrido[3,4-b]indol-2-yl)(oxetan-2-yl)methanone